FC1=C(C(=CC=2NC(=NC21)OC=2C=CC(=C(C(=O)OC)C2)C)F)C2=CC=C(C=C2)C2=CC=C(C=C2)[C@H]2CN(CCC2)CCOC methyl (S)-5-((4,6-difluoro-5-(4'-(1-(2-methoxyethyl)piperidin-3-yl)-[1,1'-biphenyl]-4-yl)-1H-benzo[d]imidazol-2-yl)oxy)-2-methylbenzoate